CN(C(C(=O)C1=CC=C(C=C1)N1CCOCC1)(CC)CC1=CC=CC=C1)C 2-dimethylamino-2-benzyl-1-[4-(4-morpholinyl)phenyl]1-butanone